ClC1=C(C(=CC(=C1)CC)Cl)CC(=O)NC1=CC(=NC=C1)N(C(C)=O)C1=CC(=C(C=C1)F)F N-{4-[2-(2,6-dichloro-4-ethylphenyl)acetamido]pyridin-2-yl}-N-(3,4-difluorophenyl)acetamide